P1(=O)(OC2=C(C(=C(C=C2)C(C)(C)C)CC=2C(=C(C=CC2C(C)(C)C)O1)C(C)(C)C)C(C)(C)C)[O-].[Al+3].C1C=2C(=C(C=CC2C(C)(C)C)OP(=O)(OC2=C(C1=C(C=C2)C(C)(C)C)C(C)(C)C)[O-])C(C)(C)C.C2C=1C(=C(C=CC1C(C)(C)C)OP(=O)(OC1=C(C2=C(C=C1)C(C)(C)C)C(C)(C)C)[O-])C(C)(C)C aluminum methylene-bis(2,4-di-tert-butylphenyl) phosphate